CN(C1=CC(=C(C=C1)OC)NC(CS1CCNCC1)=O)C1=CC(OC2=CC=CC=C12)=O 4-(N-methyl-N-(3-(2-(thiomorpholin-1-yl)-acetylamino)-4-methoxyphenyl)-amino)coumarin